2-bromo-4-(trimethylsilyl)pyridine BrC1=NC=CC(=C1)[Si](C)(C)C